2-amino-4-(1-{[6-(2-hydroxypropan-2-yl)pyridin-2-yl]methyl}-1H-1,2,3-triazol-4-yl)quinazoline-8-carbonitrile NC1=NC2=C(C=CC=C2C(=N1)C=1N=NN(C1)CC1=NC(=CC=C1)C(C)(C)O)C#N